4-(1-(2-((3-chlorobenzyl)oxy)-2-cyclobutylacetamido)cyclopropyl)benzoic acid ClC=1C=C(COC(C(=O)NC2(CC2)C2=CC=C(C(=O)O)C=C2)C2CCC2)C=CC1